(((9H-fluoren-9-yl)methoxy)carbonyl)glycylglycylglycylglycylglycine C1=CC=CC=2C3=CC=CC=C3C(C12)COC(=O)NCC(=O)NCC(=O)NCC(=O)NCC(=O)NCC(=O)O